CC(C(=O)N1C(C(C(C1)C)C1=NN(C(=C1C)SCC1=CC=C(C=C1)C(N)=N)C(=O)C1=COC=C1)=O)(C)C 4-[({3-[1-(2,2-dimethylpropanoyl)-4-methyl-2-oxopyrrolidin-3-yl]-1-(furan-3-carbonyl)-4-methyl-1H-pyrazol-5-yl}sulfanyl)methyl]benzene-1-carboximidamide